N,N,N',N'-tetramethyl-naphthalenediamine CN(C=1C(=CC=C2C=CC=CC12)N(C)C)C